C(#N)C1(CC1)CC(=O)NC=1C=CC=C2C(=CNC12)C1=CC=NC=C1 4-(7-(2-(1-cyanocyclopropyl)acetamido)-1H-indol-3-yl)pyridin